FC(OC1=CC=C(C=C1)I)(F)F 4-Trifluoromethoxy-iodobenzene